COC1=C(C#N)C=CC=C1C1OC2=C(C1)C=C(C=C2)C(F)(F)F 2-methoxy-3-[5-(trifluoromethyl)-2,3-dihydro-1-benzofuran-2-yl]benzonitrile